N-(7-nitrobenzo[c][1,2,5]oxadiazol-4-yl)acetamide [N+](=O)([O-])C1=CC=C(C=2C1=NON2)NC(C)=O